BrC=1C=C(OC(C1OCC(C)(C)OC)=O)C(=O)OC Methyl 4-bromo-5-(2-methoxy-2-methylpropoxy)-6-oxopyran-2-carboxylate